7-((5-cyclopropyl-7-methyl-1H-indol-4-yl)methyl)-6-(4-(6-isopropyl-2,6-diazaspiro[3.3]heptane-2-carbonyl)phenyl)-7-azaspiro[3.5]nonane-2-carbonitrile C1(CC1)C=1C(=C2C=CNC2=C(C1)C)CN1C(CC2(CC(C2)C#N)CC1)C1=CC=C(C=C1)C(=O)N1CC2(C1)CN(C2)C(C)C